(+-)-4-oxo-4H-pyran-2-carboxylic acid isopropyl ester C(C)(C)OC(=O)C=1OC=CC(C1)=O